COC1=C(C=C2CCNC2=C1)[N+](=O)[O-] 6-(methoxy)-5-nitro-2,3-dihydro-1H-indole